S-(3-((S)-2-(((benzyloxy)carbonyl)amino)-4-methylpentanamido)cyclopentyl) ethanethioate C(C)(SC1CC(CC1)NC([C@H](CC(C)C)NC(=O)OCC1=CC=CC=C1)=O)=O